(4-ethoxy-1-(1H-indol-3-yl)butan-2-yl)-6-(4-methylpiperazin-1-yl)benzo[b]thiophene-2-carboxamide C(C)OCCC(CC1=CNC2=CC=CC=C12)C=1C2=C(SC1C(=O)N)C=C(C=C2)N2CCN(CC2)C